6-(3-cyano-4-(pyrrolidin-1-yl)phenyl)-1-(2-methylbenzo[d]thiazol-6-yl)-4-oxo-1,4-dihydropyridine-3-carboxylic acid ethyl ester C(C)OC(=O)C1=CN(C(=CC1=O)C1=CC(=C(C=C1)N1CCCC1)C#N)C1=CC2=C(N=C(S2)C)C=C1